(5R)-5-(2-fluorophenyl)-N-[(7S)-5-methyl-6-oxo-8,9-dihydro-7H-pyrido[3,2-b]azepin-7-yl]-6,7-dihydro-5H-pyrrolo[1,2-b][1,2,4]triazole-2-carboxamide FC1=C(C=CC=C1)[C@H]1CCC=2N1N=C(N2)C(=O)N[C@H]2CCC1=C(N(C2=O)C)C=CC=N1